C1CC12CN(CC2)[C@@H](C)C2=CC(=NC(=C2)C2CC2)C(=O)NC2=CC(=CC=C2)C2(COC2)[C@@H](C2=NN=CN2C)F 4-((S)-1-(5-azaspiro[2.4]heptan-5-yl)ethyl)-6-cyclopropyl-N-(3-(3-((S)-fluoro(4-methyl-4H-1,2,4-triazol-3-yl)methyl)oxetan-3-yl)phenyl)-picolinamide